epoxyboric acid B1(OOO1)O